N-(3-carbamoyl-4-fluoro-phenyl)-2-fluoro-6-[2-(trideuteriomethoxy)-4-(trifluoromethoxy)phenoxy]-3-(trifluoromethyl)benzamide C(N)(=O)C=1C=C(C=CC1F)NC(C1=C(C(=CC=C1OC1=C(C=C(C=C1)OC(F)(F)F)OC([2H])([2H])[2H])C(F)(F)F)F)=O